[Cl-].C(=O)(O)C=1C=C(CN2C=CC(C=C2)=C2C=CN(C=C2)CC(=O)O)C=C(C1)C(=O)O 1-(3,5-dicarboxybenzyl)-1'-(carboxymethyl)-4,4'-bipyridine chloride